(1r,4r)-4-(3-bromoanilino)-5'-ethyl-1'-methyl-2'-oxo-1',2'-dihydrospiro[cyclohexane-1,3'-indole]-4-carboxylic acid BrC=1C=C(NC2(CCC3(C(N(C4=CC=C(C=C34)CC)C)=O)CC2)C(=O)O)C=CC1